C(CC)(=O)[O-].C(CC)(=O)[O-].[Ca+2] calcium bispropionate